methyl 2-(5-chloro-2-hydroxy-3-(isobutyryl-oxy)benzylideneamino)-3-methylbutanoate ClC=1C=C(C(=C(C=NC(C(=O)OC)C(C)C)C1)O)OC(C(C)C)=O